5,6,11,12-Tetradehydrodibenzo[a,e]cyclooctene C1=CC=CC2=C1C#CC1=C(C#C2)C=CC=C1